Dimethyl (4R)-2-(tert-butoxycarbonylamino)-4-(cyanomethyl)pentanedioate C(C)(C)(C)OC(=O)NC(C(=O)OC)C[C@@H](C(=O)OC)CC#N